BrC=1C(=C(C(=C(C1[2H])[2H])[2H])C1=NC(=NC(=N1)C1=CC=CC=C1)C1=CC=CC=C1)[2H] 2-(3-bromophenyl-2,4,5,6-d4)-4,6-diphenyl-1,3,5-triazine